biphenyl-2,2'-disulfonic acid C=1(C(=CC=CC1)S(=O)(=O)O)C=1C(=CC=CC1)S(=O)(=O)O